C(C)(C)(C)OC(N[C@@H]1CN(CC1)C=1C=NC=C(C1)Br)=O (S)-(1-(5-bromopyridin-3-yl)pyrrolidin-3-yl)carbamic acid tert-butyl ester